normal octyl benzoate C(C1=CC=CC=C1)(=O)OCCCCCCCC